C1(CCC1)C1=CC(=C(C=C1)[N+](=O)[O-])F 4-cyclobutyl-2-fluoro-1-nitrobenzene